(R)-N,2-dimethyl-N-[(1S)-2,2,2-trifluoro-1-[4-(4-fluoro-2,3,7,10-tetrazatricyclo[7.4.0.02,6]trideca-1(9),3,5,7-tetraen-10-yl)phenyl]ethyl]propane-2-sulfinamide CN([S@](=O)C(C)(C)C)[C@H](C(F)(F)F)C1=CC=C(C=C1)N1C=2C=NC3=CC(=NN3C2CCC1)F